(S)-2-amino-3-(4-(5-(5-methoxybiphenyl-2-yl)-1,2,4-oxadiazol-3-yl)phenyl)propanoic acid N[C@H](C(=O)O)CC1=CC=C(C=C1)C1=NOC(=N1)C1=C(C=C(C=C1)OC)C1=CC=CC=C1